NC1=NC2=CC(=CC=C2C=C1F)CN(C(=O)C1=NC=C(N=C1)C)C1=CC=CC=2CCS(C21)(=O)=O N-[(2-amino-3-fluoroquinolin-7-yl)methyl]-N-(1,1-dioxo-2,3-dihydro-1λ6-benzothiophen-7-yl)-5-methylpyrazine-2-carboxamide